FC1=C(C=CC(=C1)C1=NOC(=N1)C(F)(F)F)C(CSCC=1N=CN(C1)C)=O 1-(2-fluoro-4-(5-(trifluoromethyl)-1,2,4-oxadiazol-3-yl)phenyl)-2-(((1-methyl-1H-imidazol-4-yl)methyl)thio)ethan-1-one